ClC=1C(=C(C=CC1)NC1=C(NC2=C1C(NCC2)=O)C2=CC=NC1=CC(=C(N=C21)OCCN(C)C)OC)OC 3-[(3-chloro-2-methoxyphenyl)amino]-2-{6-[2-(dimethylamino)ethoxy]-7-methoxy-1,5-naphthyridin-4-yl}-1H,5H,6H,7H-pyrrolo[3,2-c]pyridin-4-one